N-(5-((4-chlorobenzyl)oxy)-1,3,4-thiadiazol-2-yl)-2-(3-oxopiperazin-1-yl)nicotinamide ClC1=CC=C(COC2=NN=C(S2)NC(C2=C(N=CC=C2)N2CC(NCC2)=O)=O)C=C1